2-(4-methylpiperazin-1-yl)-7-(4,4,5,5-tetramethyl-1,3,2-dioxaborolan-2-yl)quinoline CN1CCN(CC1)C1=NC2=CC(=CC=C2C=C1)B1OC(C(O1)(C)C)(C)C